N-(3-(4-bromo-3-fluorophenyl)-3-methyl-1-(4-methylpiperazin-1-yl)-1-oxobutan-2-yl)propionamide BrC1=C(C=C(C=C1)C(C(C(=O)N1CCN(CC1)C)NC(CC)=O)(C)C)F